tert-butyl 4-[7-(2,8-dimethylimidazo[1,2-b]pyridazin-6-yl)-5-fluoro-3-isoquinolinyl]-3,6-dihydro-2H-pyridine-1-carboxylate CC=1N=C2N(N=C(C=C2C)C2=CC(=C3C=C(N=CC3=C2)C=2CCN(CC2)C(=O)OC(C)(C)C)F)C1